NC1=C2N=CN(C2=NC(=N1)F)[C@H]1C[C@@H]([C@@](O1)(C#C)COP(=O)(OC1=CC=CC=C1)N[C@@H](CC1=CC=CC=C1)C(=O)OCC(CCCCCCCCC)CCCCCCCCC)O 2-Nonylundecyl ((((2R,3S,5R)-5-(6-amino-2-fluoro-9H-purin-9-yl)-2-ethynyl-3-hydroxytetra-hydrofuran-2-yl)methoxy)-(phenoxy)phosphoryl)-L-phenylalaninate